ClC=1C=C(C=CC1OC)C1=C(C=CC=C1)C=1N=NNN1 3'-chloro-4'-methoxy-2-(2H-tetrazol-5-yl)-[1,1'-biphenyl]